COC1=CC(=CC(=C1)\C=C\C1=CC=C(C=C1)OCC#C)OC (E)-1,3-dimethoxy-5-(4-(prop-2-yn-1-yloxy)styryl)benzene